2-[4-[4-[(2,6-dioxo-3-piperidyl)amino]phenyl]-1-piperidyl]-N-[pyrrolidin-3-yl]acetamide O=C1NC(CCC1NC1=CC=C(C=C1)C1CCN(CC1)CC(=O)NC1CNCC1)=O